C1(CC1)OC=1C(=CC=2C(=C3C(=NC2C1)CCC3)NC3CCN(CC3)CC)OC N-{6-cyclopropoxy-7-methoxy-1H,2H,3H-cyclopenta[b]quinolin-9-yl}-1-ethylpiperidin-4-amine